CC(C(=O)O)=CCCCC(C)C 2,7-dimethyl-2-octenoic acid